C(C=C)(=O)OCC(C(C(=O)N1[C@@H](COCC1)C(=O)O[C@H](CCC1=CC(=C(C=C1)OC)OC)C=1C=C(C=CC1)NC(CCC(=O)O)=O)=O)(C)C 4-((3-((R)-1-(((S)-4-(4-(acryloyloxy)-3,3-dimethyl-2-oxobutanoyl)morpholine-3-carbonyl)oxy)-3-(3,4-dimethoxyphenyl)propyl)phenyl)amino)-4-oxobutanoic acid